2-phenoxy-9,10-di(n-hexoxy)anthracene O(C1=CC=CC=C1)C1=CC2=C(C3=CC=CC=C3C(=C2C=C1)OCCCCCC)OCCCCCC